FC=1C=C2C(=CNC2=CC1F)NC1=NC2=C(N1N)C(=CC(=C2)C(F)(F)F)F N2-(5,6-difluoro-1H-indol-3-yl)-7-fluoro-5-(trifluoromethyl)-1H-benzo[d]imidazole-1,2-diamine